Cl.[C@@H]12[C@H](C[C@@H](CC1)N2)NC(OC(C)(C)C)=O |r| tert-butyl rac-(1S,2S,4R)-7-azabicyclo[2.2.1]hept-2-ylcarbamate hydrochloride